C(C=C)(=O)N1C[C@@H](N(CC1)C=1C2=C(N(C(N1)=O)C=1C(=NC=CC1C)C(C)C)N=C(C(=C2)C2CC2)C2=CN(C(C(=C2)C)=O)C)C (S)-4-(4-acryloyl-2-methylpiperazin-1-yl)-6-cyclopropyl-7-(1,5-dimethyl-6-oxo-1,6-dihydropyridin-3-yl)-1-(2-isopropyl-4-methylpyridin-3-yl)pyrido[2,3-d]pyrimidin-2(1H)-one